1,2-dimethyl-oxyethane COCCOC